1,3-dioxoisoindole-2-hexanoate O=C1N(C(C2=CC=CC=C12)=O)CCCCCC(=O)[O-]